((4-((4-cyanophenyl)amino)pyrimidin-2-yl)thio)acetic acid C(#N)C1=CC=C(C=C1)NC1=NC(=NC=C1)SCC(=O)O